N1(C=CC=C1)CCCNC1=CC(=C(C#N)C=C1)CN1CCN(CC1)CC1=CC(=C(C=C1)Cl)Cl 4-((3-(1H-pyrrol-1-yl)propyl)amino)-2-((4-(3,4-dichlorobenzyl)piperazin-1-yl)methyl)benzonitrile